CS(=O)(=O)OCC(COC1=C(C(=C(C=C1)C1=NNC(CC1C)=O)F)Cl)(F)F 3-[2-Chloro-3-fluoro-4-(4-methyl-6-oxo-4,5-dihydro-1H-pyridazin-3-yl)phenoxy]-2,2-difluoropropyl methanesulfonate